C=1N=CN2C1C1=CC=CC=C1[C@@H]2[C@H]2[C@H](C1(C2)CCN(CC1)S(=O)(=O)C(C)C)O (1R,2S)-2-((S)-5H-imidazo[5,1-a]isoindol-5-yl)-7-(isopropylsulfonyl)-7-azaspiro[3.5]nonan-1-ol